(2R)-2-methyl-2,3,4,5-tetrahydropyrido[2,3-f][1,4]oxazepin-7-ol hydrochloride Cl.C[C@H]1OC2=C(CNC1)N=C(C=C2)O